ClC=1NC2=C(N1)C=CC=C2 2-chlorobenzimidazole